hydroxy-1,3-dihydrobenzo[c][1,2]oxaborole OB1OCC2=C1C=CC=C2